NC=1C=C(C=CC1OC)N1CC(N(CC1)C)C(C)(C)O 2-(4-(3-amino-4-methoxyphenyl)-1-methylpiperazin-2-yl)propan-2-ol